N-(2-aminoethyl)-aminopropionic acid sodium zinc [Zn].[Na].NCCNC(C(=O)O)C